2-{[4-(4-methoxyphenyl)piperidin-1-yl]methyl}-4-methyl-1,4-oxazepane COC1=CC=C(C=C1)C1CCN(CC1)CC1OCCCN(C1)C